(R)-1-(3,3-difluoro-1-(1H-pyrazolo[3,4-b]pyridin-5-yl)piperidin-4-yl)-1-methyl-3-(5-(trifluoromethyl)pyridin-3-yl)urea FC1(CN(CC[C@H]1N(C(=O)NC=1C=NC=C(C1)C(F)(F)F)C)C=1C=C2C(=NC1)NN=C2)F